N-[5-acetyl-2-fluoro-3-(trifluoromethyl)phenyl]acetamide C(C)(=O)C=1C=C(C(=C(C1)NC(C)=O)F)C(F)(F)F